ClC(=C[C@H]1C([C@@H]1C(=O)OCC1=C(C(=C(C(=C1F)F)COC)F)Br)(C)C)Cl 2-bromo-4-methoxymethyl-3,5,6-trifluorobenzyl (1R)-trans-3-(2,2-dichloro-1-ethenyl)-2,2-dimethylcyclopropanecarboxylate